CN1CC(CC(C1)C)C 1,3,5-trimethylpiperidine